C(C(O)C)(=O)C(C(=O)OCCCCCCCCCCCCCCCCCC)(O)C.[Na] sodium stearyl lactyllactate